2-isopropylthia-anthraquinone C(C)(C)C1SC=2C(C3=CC=CC=C3C(C2C=C1)=O)=O